methyl (E)-2-((tert-butoxycarbonyl)amino)-3-(3-nitropyridin-2-yl)acrylate C(C)(C)(C)OC(=O)N\C(\C(=O)OC)=C\C1=NC=CC=C1[N+](=O)[O-]